FC(C(C1=NC=C(C=C1)F)OS(=O)(=O)C(F)(F)F)(F)F [2,2,2-trifluoro-1-(5-fluoro-2-pyridyl)ethyl]trifluoromethanesulfonate